COC(=O)C=1N=C2N(N(C(C=C2N2[C@H](CN([C@@H](C2)C)C(=O)OC(C)(C)C)CC)=O)C)C1 8-((2S,5R)-4-(tert-Butoxycarbonyl)-2-ethyl-5-methylpiperazin-1-yl)-5-methyl-6-oxo-5,6-dihydroimidazo[1,2-b]pyridazine-2-carboxylic acid methyl ester